C(C)OC(C#CCCOS(=O)(=O)C1=CC=C(C)C=C1)OCC 1,1-diethoxy-5-(p-toluenesulfonyloxy)-2-pentyne